tert-butyl 1H-indol-6-yl-carbamate N1C=CC2=CC=C(C=C12)NC(OC(C)(C)C)=O